NC1=NC(=C2N=CN(C2=N1)CC1=CC(=C(C=C1)N)C)C1=CC=CC(=N1)C#N 6-[2-amino-9-[(4-amino-3-methyl-phenyl)methyl]purin-6-yl]pyridine-2-carbonitrile